imidazo-[1,2-a]pyridine N=1C=CN2C1C=CC=C2